NC1=C(C=C(C(=N1)OC=1C(=C(C=CC1)C[C@@H]1N(CC([C@@H]1NS(=O)(=O)C)(F)F)C(=O)OC(C)(C)C)F)C)F tert-butyl (2S,3R)-2-({3-[(6-amino-5-fluoro-3-methylpyridin-2-yl)oxy]-2-fluorophenyl}methyl)-4,4-difluoro-3-[(methanesulfonyl)amino]pyrrolidine-1-carboxylate